5-((4-aminophenethyl)(methyl)amino)-3,3-dimethyl-5-oxopentanoic acid NC1=CC=C(CCN(C(CC(CC(=O)O)(C)C)=O)C)C=C1